di(4-nonylphenyl)amine C(CCCCCCCC)C1=CC=C(C=C1)NC1=CC=C(C=C1)CCCCCCCCC